4-(6-((4-acetyl-3-fluorobenzyl)oxy)pyridin-2-yl)piperidine-1-carboxylic acid tert-butyl ester C(C)(C)(C)OC(=O)N1CCC(CC1)C1=NC(=CC=C1)OCC1=CC(=C(C=C1)C(C)=O)F